C1(CCCC1)C1=C(C=C(COC2=CC=3C4=C(NC3C=C2)[C@H](CC4)CC(=O)O)C=C1)C(F)(F)F (R)-2-(7-(4-cyclopentyl-3-(trifluoromethyl)benzyloxy)-1,2,3,4-tetrahydro-cyclopenta[b]indol-3-yl)acetic acid